(E)-2-cyano-3-(4-fluoro-3-(trifluoromethyl)phenyl)acrylic acid C(#N)/C(/C(=O)O)=C\C1=CC(=C(C=C1)F)C(F)(F)F